6-bromo-3-[(3S,4Z)-4-[(R)-tert-butylsulfinyl]imino-3-methyl-2-oxa-8-azaspiro[4.5]decan-8-yl]-5-methyl-pyrazine-2-carboxylic acid ethyl ester C(C)OC(=O)C1=NC(=C(N=C1N1CCC2(/C(/[C@@H](OC2)C)=N/[S@](=O)C(C)(C)C)CC1)C)Br